NC=1C=C(C=CC1)S m-aminobenzenethiol